OC(=O)C(F)(F)F.C(C)OC([C@@]1(CC=CC=C1)C1=CC2=C(N=C(N=C2)NCC2CCNCC2)C(=N1)NC(C)C)=O (R)-1-(8-(isopropylamino)-2-((piperidin-4-ylmethyl)amino)pyrido[3,4-d]pyrimidin-6-yl)benzoic acid ethyl Ester TFA salt